(6R,15R)-9-fluoro-15-methyl-2,11,17,20,21,24-hexaazapentacyclo[16.5.2.02,6.07,12.021,25]pentacosane-1(24),7,9,11,18(25),19,22-heptaene-16-one FC=1C=C2[C@H]3CCCN3C=3C=CN4N=CC(NC([C@@H](CCC2=NC1)C)=O)=C4N3